5-((1R,4R)-2-oxa-5-azabicyclo[2.2.1]heptane-5-yl)-N-(3-(difluoromethyl)-1-(1-(4-(2,6-dioxopiperidin-3-yl)benzyl)piperidin-4-yl)-1H-pyrazol-4-yl)pyrazolo[1,5-a]pyrimidine-3-carboxamide [C@H]12OC[C@H](N(C1)C1=NC=3N(C=C1)N=CC3C(=O)NC=3C(=NN(C3)C3CCN(CC3)CC3=CC=C(C=C3)C3C(NC(CC3)=O)=O)C(F)F)C2